N[C@](C(=O)OC)(C)CO Methyl (R)-2-amino-2-(hydroxymethyl)propanoate